CC1(C2=CC=CC=C2C=2C=CC(=CC12)C=1C=C(C=CC1)C1=NC(=NC(=C1)C1=CC=CC=C1)C1=CC=CC=C1)C 4-[3-(9,9-dimethyl-9H-fluoren-2-yl)-phenyl]-2,6-diphenyl-pyrimidine